CN(C/C=C/C(=O)N1CC(N(CC1)C=1SC(=CC1)C1CCNCC1)=O)C (e)-4-(4-(dimethylamino)but-2-enoyl)-1-(5-(piperidin-4-yl)thiophen-2-yl)piperazin-2-one